CN1C[C@H](CCC1)N (S)-1-methylpiperidin-3-amine